1,3,7-trimethyl-1H-purine-2,6(3H,7H)-dione CN1C(N(C=2N=CN(C2C1=O)C)C)=O